methyl 2-oxocyclopentane-1-carboxylate O=C1C(CCC1)C(=O)OC